BrC=1C=NC(=C(C(=O)N(C(C(OC)OC)C)C2CC2)C1)Cl 5-bromo-2-chloro-N-cyclopropyl-N-(1,1-dimethoxypropan-2-yl)nicotinamide